ClC1=CC=C(OCC2=NN=C(S2)C=2C(=C(C(=O)N)C=CN2)C2=C(C=C(C=C2)C#N)OC)C=C1 (5-((4-chlorophenoxy)methyl)-1,3,4-thiadiazol-2-yl)-3-(4-cyano-2-methoxyphenyl)isonicotinamide